N-allyl-3-(tert-butyl)aniline C(C=C)NC1=CC(=CC=C1)C(C)(C)C